C(C1=CC=CC=C1)NC=1C=C2C(NN=C(C2=CC1)CNC(=O)C1=C(C(=O)O)C=CC=C1)=O 2-[[6-(benzylamino)-4-oxo-3H-phthalazin-1-yl]methylcarbamoyl]benzoic acid